7,8-dihydro-6H-thiazolo[5',4':4,5]benzo[1,2-b][1,4]oxazin-2-amine S1C(=NC=2C1=CC1=C(OCCN1)C2)N